N(=[N+]=[N-])CCCCCCCCCCCCOCCOCCOCCO[Si](C)(C)C(C)(C)C 1-azido-21-(tert-butyldimethylsilyloxy)-13,16,19-trioxaheneicosane